BrC1=C(C(=CC2=C(N(N=C12)C)C=C1CN(C1)C(=O)OC(C)(C)C)[N+](=O)[O-])C(=O)C1=C(C=CC(=C1)F)Cl 2-methylpropan-2-yl 3-({7-bromo-6-[(2-chloro-5-fluorophenyl)carbonyl]-2-methyl-5-nitroindazol-3-yl}methylidene)azetidine-1-carboxylate